35-azido-3,6,9,12,15,18,21,24,27,30,33-undecaoxapentatriacontan N(=[N+]=[N-])CCOCCOCCOCCOCCOCCOCCOCCOCCOCCOCCOCC